BrC1=CC=C(C=C1)C1=NOC(N1)=O 3-(4-bromophenyl)-4H-1,2,4-oxadiazol-5-one